1-propylcyclohexane-1-carboxylic acid C(CC)C1(CCCCC1)C(=O)O